FC=1C(=C(N2N=C(N=CC21)N[C@H]2[C@@H](COCC2)O)C(C(F)(F)F)C(C)C)C#N 5-fluoro-2-(((3S,4R)-3-hydroxytetrahydro-2H-pyran-4-yl)amino)-7-(1,1,1-trifluoro-3-methylbutan-2-yl)pyrrolo[2,1-f][1,2,4]triazine-6-carbonitrile